fumaric acid ammonium salt [NH4+].C(\C=C\C(=O)[O-])(=O)[O-].[NH4+]